methyl 2-[3-amino-4-[bis(2-methylpropyl) amino] phenoxy]-2-methylpropionate NC=1C=C(OC(C(=O)OC)(C)C)C=CC1N(CC(C)C)CC(C)C